C[Si](CC(=O)CC(C)=O)(OC)OC 2-(methyldimethoxysilyl)acetylacetone